F[C@@H]1C[C@H](N(C1)C)COC1=NC2=CC(=CC=C2C=C1CC#N)C1=CC=CC=2CCCCC12 (((2S,4R)-4-fluoro-1-methylpyrrolidin-2-yl)methoxy)-7-(5,6,7,8-tetrahydronaphthalen-1-yl)quinoline-3-acetonitrile